(1-benzyl-5-(3-methoxyphenyl)-1H-indol-2-yl)(6,7-dimethoxy-3,4-dihydroisoquinolin-2(1H)-yl)methanone C(C1=CC=CC=C1)N1C(=CC2=CC(=CC=C12)C1=CC(=CC=C1)OC)C(=O)N1CC2=CC(=C(C=C2CC1)OC)OC